C1(CC1)CN1N=CC(=C1C)C1=NC(=CC=C1C(C)=O)N1C=NC2=C1C=CC(=C2)NC=2N=NC(=CC2)C 1-[2-[1-(cyclopropylmethyl)-5-methyl-pyrazol-4-yl]-6-[5-[(6-methylpyridazin-3-yl)amino]benzimidazol-1-yl]-3-pyridyl]ethanone